S=C1S\C(\C(N1)=O)=C/C1=CC(=CC=C1)C(F)(F)F (Z)-2-thioxo-5-(3-(trifluoromethyl)benzylidene)thiazolidin-4-one